C(=C)I beta-Z-vinyl-iodine